8-(3-fluorophenyl)-2-methyl-2H,8H-pyrazolo[3,4-b]indole-5-carboxylic acid FC=1C=C(C=CC1)N1C=2C(C3=CC(=CC=C13)C(=O)O)=CN(N2)C